5H-isochromeno[3,4-d]thiazol S1C=NC2=C1C=1C=CC=CC1CO2